(S)-N-(2-(2-(2-((3,4-dimethoxybenzyl)amino)-2-oxoacetyl)-4,4-difluoropyrrolidin-1-yl)-2-oxoethyl)-8-(4-morpholinobutanamido)quinoline-4-carboxamide COC=1C=C(CNC(C(=O)[C@H]2N(CC(C2)(F)F)C(CNC(=O)C2=CC=NC3=C(C=CC=C23)NC(CCCN2CCOCC2)=O)=O)=O)C=CC1OC